2-(5-bromo-2-chlorophenyl)-1H-indole BrC=1C=CC(=C(C1)C=1NC2=CC=CC=C2C1)Cl